1,3-dibutylimidazole acetate C(C)(=O)O.C(CCC)N1CN(C=C1)CCCC